C1(CC1)C1=C(C(=NN(C1=O)CC(=O)O)C(C)C)OC 2-(5-cyclopropyl-3-isopropyl-4-methoxy-6-oxopyridazin-1(6H)-yl)acetic acid